3-(4-methoxyphenyl)-2-methyl-3H-imidazo[4,5-b]pyridine-6-carboxylic acid COC1=CC=C(C=C1)N1C(=NC=2C1=NC=C(C2)C(=O)O)C